4,7-difluoro-1-(3'-methoxy-[1,1'-biphenyl]-4-yl)-1H-indazol-6-ol FC1=C2C=NN(C2=C(C(=C1)O)F)C1=CC=C(C=C1)C1=CC(=CC=C1)OC